4-(((3R,4R)-1-(2-cyanoacetyl)-4-methyl-piperidin-3-yl)(methyl)amino)-7H-pyrrolo[2,3-d]pyrimidine-7-carbohydrazide hydrochloride Cl.C(#N)CC(=O)N1C[C@@H]([C@@H](CC1)C)N(C=1C2=C(N=CN1)N(C=C2)C(=O)NN)C